7-[(3R)-1-methyl-3-piperidyl]-4-(trifluoromethyl)-5,6-dihydropyrrolo[2,3-c]pyridazin CN1C[C@@H](CCC1)N1CCC2=C1N=NC=C2C(F)(F)F